C(C)OC(CCCCCC/C=C/CCO)OCC (3E)-11,11-diethoxy-3-undecen-1-ol